1,4-di(2-cyanoethoxy)butane C(#N)CCOCCCCOCCC#N